N-(2-Amino-2-oxoethyl)carboxamid NC(CNC=O)=O